(5R)-2-[(3-bromo-2-fluorophenyl)methyl]-3-(hydroxymethyl)-5-methyl-3-nitropyrrolidine-1-carboxylic acid phenylmethyl ester C1(=CC=CC=C1)COC(=O)N1C(C(C[C@H]1C)([N+](=O)[O-])CO)CC1=C(C(=CC=C1)Br)F